7-Chloro-2-(chloromethyl)-5-(2-methylpyridin-3-yl)imidazo[1,2-a]Quinoxaline-4(5H)-on ClC=1C=C2N(C(C=3N(C2=CC1)C=C(N3)CCl)=O)C=3C(=NC=CC3)C